C(CCCCCCC=C)=O 8-nonenal